[N].ClC[S] chloromethyl-sulfur nitrogen